3-ethoxy-1-(tetrahydro-2H-pyran-3-yl)-6-(2-(2-(trifluoromethyl)pyridin-4-yl)-2,6-diazaspiro[3.4]octan-6-yl)-1H-pyrazolo[3,4-b]pyrazine C(C)OC1=NN(C2=NC(=CN=C21)N2CC1(CN(C1)C1=CC(=NC=C1)C(F)(F)F)CC2)C2COCCC2